6-((2,6-dimethylpyrimidin-4-yl)amino)-1-(3-(trifluoromethoxy)phenyl)-1,2-dihydro-3H-pyrazolo[4,3-c]pyridin-3-one CC1=NC(=CC(=N1)NC1=CC2=C(C=N1)C(NN2C2=CC(=CC=C2)OC(F)(F)F)=O)C